(S)-tert-butyl (1-amino-3-(4-nitrophenyl)-1-thioxopropan-2-yl)carbamate NC([C@H](CC1=CC=C(C=C1)[N+](=O)[O-])NC(OC(C)(C)C)=O)=S